C(#C)C1=CC=C(C(=O)NCCNC(OC)=O)C=C1 methyl (2-(4-ethynylbenzamido)ethyl)carbamate